4-methyl-3,5-dioxo-2-phenyl-2,3,4,5-tetrahydro-1,2,4-triazine-6-carbonitrile CN1C(N(N=C(C1=O)C#N)C1=CC=CC=C1)=O